O=C1N(CC=2C=C3C(=CC12)OCC31CCN(CC1)CC=1C=CC=C3C=CC(NC13)=O)C1C(NC(CC1)=O)=O 3-(7-oxo-1'-((2-oxo-1,2-dihydroquinolin-8-yl)methyl)-5,7-dihydro-2H,6H-spiro[furo[2,3-f]isoindole-3,4'-piperidin]-6-yl)piperidine-2,6-dione